3-(azetidin-3-ylmethoxy)-N-[4-[4-[6-chloro-4-(trifluoromethyl)-2-pyridinyl]piperazin-1-yl]sulfonylphenyl]benzamide N1CC(C1)COC=1C=C(C(=O)NC2=CC=C(C=C2)S(=O)(=O)N2CCN(CC2)C2=NC(=CC(=C2)C(F)(F)F)Cl)C=CC1